5-(dimethylamino)-1-[4-(o-tolyl)piperazin-1-yl]pentane-1,4-dione CN(CC(CCC(=O)N1CCN(CC1)C1=C(C=CC=C1)C)=O)C